C[C@@H]1CN(N(C1)C(=O)C1=C(C=CC(=C1)C)N1N=CC=N1)CC1=CC2=C(N=C(S2)C)C=C1 |r| (RS)-(4-methyl-2-((2-methylbenzo[d]thiazol-6-yl)methyl)pyrazolidin-1-yl)(5-methyl-2-(2H-1,2,3-triazol-2-yl)phenyl)methanone